2-(2H-1,2,3-Triazol-2-yl)-5-(trideuteromethyl)benzoic acid N=1N(N=CC1)C1=C(C(=O)O)C=C(C=C1)C([2H])([2H])[2H]